C(N)(=O)C1=NC=CC(=C1)NC(=O)C1=NC2=CC=C(C=C2C=C1N1CCC(CCC1)(F)F)Cl N-(2-carbamoylpyridin-4-yl)-6-chloro-3-(4,4-difluoroazepan-1-yl)quinoline-2-carboxamide